1-(4-tert-butylphenyl)-3-(2,4-dimethoxystyryl)-5-(2,4-dimethoxyphenyl)-pyrazoline C(C)(C)(C)C1=CC=C(C=C1)N1NC(=CC1C1=C(C=C(C=C1)OC)OC)C=CC1=C(C=C(C=C1)OC)OC